ClC=1C=C(C=CC1OCC1=NC=CC=C1)NC1=NC=NC2=CC(=C(C=C12)[N+](=O)[O-])C#C[C@@]1(CN(CC1)C(=O)OC(C)(C)C)C (R)-tert-butyl 3-((4-((3-chloro-4-(pyridin-2-ylmethoxy)phenyl)amino)-6-nitroquinazolin-7-yl)ethynyl)-3-methylpyrrolidine-1-carboxylate